[N-](S(=O)(=O)C(F)(F)F)S(=O)(=O)C(F)(F)F.CN1CN(C=C1)CC 1-methyl-3-ethylimidazole bis(trifluoromethanesulfonyl)imide salt